1-(9Z-octadecenoyl)-2-(9Z,12Z-octadecadienoyl)-glycero-3-phosphoserine CCCCCCCC/C=C\CCCCCCCC(=O)OC[C@H](COP(=O)(O)OC[C@@H](C(=O)O)N)OC(=O)CCCCCCC/C=C\C/C=C\CCCCC